COC1=C(C=C(C=N1)C1=CC=CC=N1)NS(=O)(=O)C1=C(C=C(C=C1F)F)F 6-(6-methoxy-5-((2,4,6-trifluorophenyl)sulfonamido)pyridin-3-yl)pyridin